N-(5-(2,3-Difluorophenyl)-7-oxo-6,7-dihydro-5H-pyrrolo[3,4-b]pyridin-4-yl)benzo[b]thiophene-3-carboxamide FC1=C(C=CC=C1F)C1NC(C2=NC=CC(=C21)NC(=O)C=2C1=C(SC2)C=CC=C1)=O